4-[6-(2-ethoxyphenyl)-5-fluoropyridin-3-yl]-N-[(3S)-1-methylpyrrolidin-3-yl]Piperidine-4-carboxamide C(C)OC1=C(C=CC=C1)C1=C(C=C(C=N1)C1(CCNCC1)C(=O)N[C@@H]1CN(CC1)C)F